5-{4-[4-(5-ethyl-3-methylpyridin-2-yl)piperazine-1-carbonyl]-3-fluorophenyl}-5-methylimidazolidine-2,4-dione C(C)C=1C=C(C(=NC1)N1CCN(CC1)C(=O)C1=C(C=C(C=C1)C1(C(NC(N1)=O)=O)C)F)C